(S)-7-(2-amino-3-fluoropropyl)-2-(5-fluoro-1-(isoxazol-5-ylmethyl)-7-methoxy-1H-indol-2-yl)-3-methyl-3,5,6,7-tetrahydro-8H-imidazo[4,5-b][1,6]naphthyridin-8-one N[C@@H](CN1C(C=2C=C3C(=NC2CC1)N(C(=N3)C=3N(C1=C(C=C(C=C1C3)F)OC)CC3=CC=NO3)C)=O)CF